NC1=NC2=C(C3=CC=NC=C13)C=C(C=C2)C(=O)OCC ethyl 5-aminobenzo[c][2,7]naphthyridine-9-carboxylate